C(C)(C)C=1CC2C(CC1)C(=O)OC2=O 4-isopropyl-4-cyclohexene-1,2-dicarboxylic acid anhydride